ICCCNC(C1=CC(=NC=C1)N1CC2(CC1)CN(CC2)C2=CC=CC=C2)=O N-(3-iodopropyl)-2-(7-phenyl-2,7-diazaspiro[4.4]nonan-2-yl)isonicotinamide